C1CCC12CCN(CC2)C2=C(N)C=CC=C2F 2-(7-azaspiro[3.5]nonan-7-yl)-3-fluoro-aniline